[1,3-propanedithiol] [2-(tert-butylamino) ethyl methacrylate] C(C)(C)(C)NCCC=C(C(=O)O)C.C(CCS)S